2-amino-6-borono-2-(3-thiomorpholinopropyl)hexanoic acid NC(C(=O)O)(CCCCB(O)O)CCCN1CCSCC1